(2-ethyl-6-stearyl-1,4-phenylene) ether C(C)C1=C2C(=CC(=C1)O2)CCCCCCCCCCCCCCCCCC